(dimethylfluorenyl)[di(phenyl)triazinyl-phenyl]dibenzothiophene CC=1C(=C(C=2CC3=CC=CC=C3C2C1)C1=C(C2=C(SC3=C2C=CC=C3)C=C1)C1=C(C(=C(C=C1)C1=CC=CC=C1)C1=CC=CC=C1)C1=NN=NC=C1)C